Cl.O=C1N(C(C2=CC=CC=C12)=O)CCOCCOCCOCCOCCNC=1C=CC(N(C1)CC(=O)OCC)=O ethyl 2-(5-((14-(1,3-dioxoisoindolin-2-yl)-3,6,9,12-tetraoxatetradecyl)amino)-2-oxopyridin-1(2H)-yl)acetate hydrochloride